FC(C(=O)O)(F)F.[N+](=O)([O-])C1=CC=C(N)C=C1 para-nitroaniline trifluoroacetate